O=C1NC(CCC1N1C(C2=CC=C(C=C2C1)C(=O)N[C@@H](C)C=1C=NC=CC1)=O)=O 2-(2,6-dioxopiperidin-3-yl)-1-oxo-N-((S)-1-(pyridin-3-yl)ethyl)isoindoline-5-carboxamide